tert-butyl (tert-butoxycarbonyl)(7-(6-chloropyrazin-2-yl)-8-fluoro-[1,2,4]triazolo[1,5-a]pyridin-2-yl)carbamate C(C)(C)(C)OC(=O)N(C(OC(C)(C)C)=O)C1=NN2C(C(=C(C=C2)C2=NC(=CN=C2)Cl)F)=N1